N=1NN=NC1C1=CC=C(C=C1)NC([C@H](CC1=CC=CC=C1)N1C(C=C(C(=C1)OC)C1=C(C=CC(=C1)Cl)C(C)=O)=O)=O (S)-N-(4-(2H-tetrazol-5-yl)phenyl)-2-(4-(2-acetyl-5-chlorophenyl)-5-methoxy-2-oxopyridin-1(2H)-yl)-3-phenylpropionamide